N-(4-(2-((4-aminobicyclo[2.2.2]octan-1-yl)amino)-8-ethylquinazolin-6-yl)-2-fluorophenyl)-2-chlorobenzenesulfonamide NC12CCC(CC1)(CC2)NC2=NC1=C(C=C(C=C1C=N2)C2=CC(=C(C=C2)NS(=O)(=O)C2=C(C=CC=C2)Cl)F)CC